(6-bromo-1H-benzo[d]imidazol-4-yl)(morpholino)methanone BrC=1C=C(C2=C(NC=N2)C1)C(=O)N1CCOCC1